1-(5-(2-Cyanopyridin-4-yl)oxazole-2-carbonyl)-4-methylhexahydropyrrolo[3,4-b]pyrrole-5(1H)-carbonitrile C(#N)C1=NC=CC(=C1)C1=CN=C(O1)C(=O)N1C2C(CC1)C(N(C2)C#N)C